3,5-dimethylpiperazin-1-yl-1-methyl-1H-indazol-3-yl-piperidine CC1CN(CC(N1)C)C1N(CCCC1)C1=NN(C2=CC=CC=C12)C